2-acetylamino-N-(2-oxo-3-(phenyl-((4-(piperidin-1-ylmethyl)phenyl)amino)methylene)indolin-5-yl)propionamide C(C)(=O)NC(C(=O)NC=1C=C2C(C(NC2=CC1)=O)=C(NC1=CC=C(C=C1)CN1CCCCC1)C1=CC=CC=C1)C